3-(3,3-difluorobutyl)-2,2-difluoro-5-(4-fluorophenyl)-8-methoxy-7-(trifluoromethyl)-2,3,4,5-tetrahydrobenzo[b][1,4]thiazepine 1,1-dioxide FC(CCC1CN(C2=C(S(C1(F)F)(=O)=O)C=C(C(=C2)C(F)(F)F)OC)C2=CC=C(C=C2)F)(C)F